OC1C(CCCC1)OC=1C=C2CN(C(C2=CC1)=O)C1C(NC(CC1)=O)=O 3-(5-((2-hydroxycyclohexyl)oxy)-1-oxoisoindolin-2-yl)piperidine-2,6-dione